C(CCCCCCCCCCCCCCC)C1=C(C=CC=C1)S(=O)(=O)O n-hexadecyl-benzenesulfonic acid